4-((2-isopropylbenzyl)amino)-2-((1-methyl-1H-pyrazol-4-yl)amino)pyrimidin-5-carboxamide C(C)(C)C1=C(CNC2=NC(=NC=C2C(=O)N)NC=2C=NN(C2)C)C=CC=C1